N[C@@H]1CN(CC1)C(CCC(=O)N1CC2(CN(C2)C2=C3C(N(C(C3=CC=C2)=O)C2C(NC(CC2)=O)=O)=O)C1)=O 4-(6-(4-((S)-3-aminopyrrolidin-1-yl)-4-oxobutanoyl)-2,6-diazaspiro[3.3]heptan-2-yl)-2-(2,6-dioxopiperidin-3-yl)isoindoline-1,3-dione